tert-Butyl N-[4-carbamoyl-5-[2-fluoro-4-[2-[[3-(3-methyl-1-bicyclo[1.1.1]pentanyl)isoxazol-5-yl]amino]-2-oxo-ethyl]phenyl]-2-isopropyl-pyrazol-3-yl]carbamate C(N)(=O)C1=C(N(N=C1C1=C(C=C(C=C1)CC(=O)NC1=CC(=NO1)C12CC(C1)(C2)C)F)C(C)C)NC(OC(C)(C)C)=O